4,4,4-trifluoro-3-[(pyridine-2-yl)-amino]butanoic acid FC(C(CC(=O)O)NC1=NC=CC=C1)(F)F